C(CCCCCCC)OC(CC(C)C)=O isovaleric acid octyl ester